COC(C(=O)C1=CC=CC=C1)C1=C(C=CC=C1)OC 2,2'-dimethoxy-1,2-diphenylethan-1-one